2,2,5,5-tetramethylhexane-3,4-diol CC(C)(C(C(C(C)(C)C)O)O)C